C(CCCCC)N1C=[N+](C=C1)CCCC 1-hexyl-3-butyl-imidazolium